Diethyl 4,4'-((1-(2-(2-(3-((2,5-dioxopyrrolidin-1-yl)oxy)-3-oxopropoxy)ethoxy)ethyl)-2,5-Dioxo-2,5-dihydro-1H-pyrrole-3,4-diyl)bis(oxy))dibenzoate O=C1N(C(CC1)=O)OC(CCOCCOCCN1C(C(=C(C1=O)OC1=CC=C(C(=O)OCC)C=C1)OC1=CC=C(C(=O)OCC)C=C1)=O)=O